5-[2-methyl-5-[[(1S,5R,7s)-9-methyl-3-oxa-9-azabicyclo[3.3.1]nonan-7-yl]oxy]-4-pyridyl]-N-pyridazin-4-yl-pyrazolo[1,5-a]pyridin-2-amine CC1=NC=C(C(=C1)C1=CC=2N(C=C1)N=C(C2)NC2=CN=NC=C2)OC2C[C@@H]1COC[C@H](C2)N1C